N4-((6-cyclopropylimidazo[1,2-a]pyridin-2-yl)methyl)-6-methoxypyridine-2,4-diamine C1(CC1)C=1C=CC=2N(C1)C=C(N2)CNC2=CC(=NC(=C2)OC)N